FCCCCCCCCCCC=CCCCCCCCCCCCF 1,23-difluoro-11-tricosene